FC1=C(C=CC(=N1)C=O)C1(CC1)C 6-fluoro-5-(1-methylcyclopropyl)pyridinecarbaldehyde